(Z)-2-methyl-2-butenoate C/C(/C(=O)[O-])=C/C